cis-cyclohexane-1,2,4-tricarboxylic acid-1,2-anhydride C12C(CC(CC1)C(=O)O)C(=O)OC2=O